(S)-N-(7-(3-amino-3-oxopropyl)-5-methyl-4-oxo-2,3,4,5-tetrahydrobenzo[b][1,4]oxazepin-3-yl)-4-phenoxypicolinamide NC(CCC1=CC2=C(OC[C@@H](C(N2C)=O)NC(C2=NC=CC(=C2)OC2=CC=CC=C2)=O)C=C1)=O